4-Fluoro-4-(5-methyl-1,3-benzooxazol-2-yl)piperidine-1-carboxylic acid tert-butyl ester C(C)(C)(C)OC(=O)N1CCC(CC1)(C=1OC2=C(N1)C=C(C=C2)C)F